tert-butyl (2S)-3-(5-bromo-1,3-oxazol-2-yl)-2-[(diphenylmethylidene) amino]propanoate BrC1=CN=C(O1)C[C@@H](C(=O)OC(C)(C)C)N=C(C1=CC=CC=C1)C1=CC=CC=C1